(18S)-18-[(dimethylamino)methyl]-17-oxa-4,14,21-triazahexacyclo[19.6.1.17,14.02,6.08,13.022,27]nonacosa-1(28),2(6),7(29),8,10,12,22,24,26-nonaene-3,5-dione CN(C)C[C@H]1OCCN2C3=CC=CC=C3C(C=3C(NC(C3C=3C4=CC=CC=C4N(CC1)C3)=O)=O)=C2